(R)-1-(1-(3-(1H-pyrazol-1-yl)propanoyl)piperidin-3-yl)-3-((5-chloro-1H-indol-2-yl)methyl)-1-methylurea N1(N=CC=C1)CCC(=O)N1C[C@@H](CCC1)N(C(=O)NCC=1NC2=CC=C(C=C2C1)Cl)C